tert-butyl 4-(5-isopropyl-3-methoxy-2-pyridyl)piperazine-1-carboxylate C(C)(C)C=1C=C(C(=NC1)N1CCN(CC1)C(=O)OC(C)(C)C)OC